C(C(C)C)N1N=NC2=C1C=CC(=C2)C=2OC=1C=NC=CC1N2 2-(1-isobutyl-1H-benzo[d][1,2,3]triazol-5-yl)oxazolo[5,4-c]pyridine